1-Methyl-2-ethylpyrrolium chlorid [Cl-].C[NH+]1C(=CC=C1)CC